[(4-ACETYLBENZYL)OXY]ACETIC ACID C(C)(=O)C1=CC=C(COCC(=O)O)C=C1